C(C)(C)(C)NC(=O)C1=CC=C(NC)C=C1 4-(tert-butylcarbamoyl)-N-methyl-aniline